CC1(C(CCC1)=O)C1=NN(C=C1)COCC[Si](C)(C)C 2-methyl-2-(1-((2-(trimethylsilyl)ethoxy)methyl)-1H-pyrazol-3-yl)cyclopentan-1-one